COC1=C(C=C(C=C1)C1CCC(CC1)=O)C 4-(4-methoxy-3-methylphenyl)cyclohexanone